F[C@@H]1CN(CC[C@H]1NC1=NN2C(C=N1)=C(N=C2C(C)CC)C)C(=O)OC(C)(C)C tert-butyl (3R,4R)-3-fluoro-4-{[5-methyl-7-(sec-butyl)imidazo[4,3-f][1,2,4]triazin-2-yl]amino}piperidine-1-carboxylate